2-Hydroxy-N-(1-phenyl-1H-indol-5-yl)pyrazolo[1,5-a]pyridine-3-carboxamide OC1=NN2C(C=CC=C2)=C1C(=O)NC=1C=C2C=CN(C2=CC1)C1=CC=CC=C1